methyl-(N-ethyl-perfluorooctyl-sulfonamide) acrylate C(C=C)(=O)O.CN(S(=O)(=O)C(C(C(C(C(C(C(C(F)(F)F)(F)F)(F)F)(F)F)(F)F)(F)F)(F)F)(F)F)CC